6-methoxy-5-(methylcarbamoyl)nicotinic acid COC1=NC=C(C(=O)O)C=C1C(NC)=O